NC=1N=CC(=NC1OC(C)C1=C(C(=CC=C1F)F)Cl)C=1C=C(C(=O)NCCN2CCCC2)C=CC1 3-{5-amino-6-[1-(2-chloro-3,6-difluoro-phenyl)-ethoxy]-pyrazin-2-yl}-N-(2-pyrrolidin-1-yl-ethyl)-benzamide